1,3-Dibutylimidazolium acetate C(C)(=O)[O-].C(CCC)N1C=[N+](C=C1)CCCC